(9H-fluoren-9-yl)methyl (S)-(1-(((2-hydroxyethoxy)methyl)amino)-1-oxopropane-2-yl)carbamate OCCOCNC([C@H](C)NC(OCC1C2=CC=CC=C2C=2C=CC=CC12)=O)=O